FC1=C(C=C(C=C1)B1OC(C(O1)(C)C)(C)C)C(C)C 2-(4-fluoro-3-isopropylphenyl)-4,4,5,5-tetramethyl-1,3,2-dioxaborolane